3-cyano-1-(2,2-difluoroethyl)-1H-pyrazole-4-carboxamide C(#N)C1=NN(C=C1C(=O)N)CC(F)F